tert-butyl (S)-2-((((9H-fluoren-9-yl)methoxy)carbonyl)amino)-4-oxobutanoate C1=CC=CC=2C3=CC=CC=C3C(C12)COC(=O)N[C@H](C(=O)OC(C)(C)C)CC=O